C1(=CC=CC=C1)NC1=NC=CC=C1S(=O)(=O)N (phenylamino)pyridine-3-sulfonamide